O[C@H](C)C1=NC=2C(=C3C(=NC2)NC=C3)N1C1CN(CC1)C(=O)C1(CC1)C#N 1-(3-(2-((R)-1-Hydroxyethyl)imidazo[4,5-d]pyrrolo[2,3-b]pyridin-1(6H)-yl)pyrrolidine-1-carbonyl)cyclopropanecarbonitrile